5-((1,4-dioxaspiro[4.5]decan-8-yl)methyl)-pyrrolidine-1,2-dicarboxylate O1CCOC12CCC(CC2)CC2CCC(N2C(=O)[O-])C(=O)[O-]